C1OCCC12CCN(CC2)C2=CC(=NC=N2)N2N=CC(=C2)N2N=NC=C2 1-(6-(2-oxa-8-azaspiro[4.5]decan-8-yl)pyrimidine-4-yl)-4-(1H-1,2,3-triazole-1-yl)-1H-pyrazol